F[B-](F)(F)F.C(=C)N1CN(C=C1)CCC 1-vinyl-3-propylimidazole tetrafluoroborate